C(C)(C)OC(=O)CC(C)C=1C2=CC=CC=C2C(=C2C=CC=CC12)C(CC(=O)OC(C)C)C 9,10-bis(isopropoxycarbonylpropylene)anthracene